N(=NC(C)(C)C(NC1=CC=CC=C1)=N)C(C)(C)C(NC1=CC=CC=C1)=N 2,2'-azobis[2-(phenylamidino)propane]